N-[(1S,9S)-4-methoxy-17-methyl-17-azatetracyclo[7.5.3.01,10.02,7]heptadeca-2(7),3,5-trien-5-yl]piperidine COC1=CC=2[C@@]34C([C@H](CC2C=C1N1CCCCC1)N(CC4)C)CCCC3